1-(3-chloropyridin-2-yl)-N-(5-cyano-6-(2H-1,2,3-triazol-2-yl)pyridin-3-yl)-5-(trifluoromethyl)-1H-pyrazole-4-carboxamide ClC=1C(=NC=CC1)N1N=CC(=C1C(F)(F)F)C(=O)NC=1C=NC(=C(C1)C#N)N1N=CC=N1